COC(=O)C1=NC2=CC=CC=C2C(=C1)OCC1=CC=CC2=CC=CC=C12 4-(Naphthalen-1-ylmethoxy)quinoline-2-carboxylic acid methyl ester